1-(4-fluorophenyl)-4,6-dimethyl-2-oxo-1,2-dihydropyridine-3-carbonitrile FC1=CC=C(C=C1)N1C(C(=C(C=C1C)C)C#N)=O